C(C)(C)(C)[C@@H]1CC=2C=C3C(=NC2CC1)SC(=C3)C(=O)N[C@H](CCN3CCC(CC3)C(=O)O)C3=CC=CC=C3 1-[(3R)-3-({[(6S)-6-tert-butyl-5,6,7,8-tetrahydrothieno[2,3-b]quinolin-2-yl]carbonyl}amino)-3-phenylpropyl]piperidine-4-carboxylic acid